[Si](C1=CC=CC=C1)(C1=CC=CC=C1)(C(C)(C)C)OC(C)C=1SC(=CN1)S(=O)(=O)Cl 2-(1-(tert-butyldiphenylsilyloxy)ethyl)thiazole-5-sulfonyl chloride